NC1=C(C=CC(=C1)NCC1=CC=C(C=C1)O)NC(CCCCCCCCC)=O N-(2-Amino-4-((4-hydroxybenzyl)amino)phenyl)decanamid